C1=CC=C2C(=C1)C3=NC4=C5C=CC=CC5=C6N4[Sn]N7C(=NC2=N3)C8=CC=CC=C8C7=NC9=NC(=N6)C1=CC=CC=C19 tin(II) phthalocyanine